[Ce].C[SiH](O)C.[Ce] cerium dimethylsilanol, cerium salt